N1-(2-(1-(2-(pyrrolidin-1-yl)ethyl)-1H-pyrazol-4-yl)quinolin-4-yl)propane-1,3-diamine N1(CCCC1)CCN1N=CC(=C1)C1=NC2=CC=CC=C2C(=C1)NCCCN